O=C(CNC(=O)C=1C=CC=2NC3=CC=CC=C3C2C1)N1CCC(CC1)OC1=CC(=CC=C1)C(F)(F)F 9H-Carbazole-3-carboxylic acid {2-oxo-2-[4-(3-trifluoromethyl-phenoxy)-piperidin-1-yl]-ethyl}-amide